(S)-4-(5-bromo-7-tosyl-7H-pyrrolo[2,3-d]pyrimidin-4-yl)-3-methylpiperazine-1-carboxylic acid tert-butyl ester C(C)(C)(C)OC(=O)N1C[C@@H](N(CC1)C=1C2=C(N=CN1)N(C=C2Br)S(=O)(=O)C2=CC=C(C)C=C2)C